2-(methylthio)-6-(tetrahydrofuran-3-yl)-6,7-dihydro-5H-pyrrolo[3,4-d]pyrimidin-5-one CSC=1N=CC2=C(N1)CN(C2=O)C2COCC2